(2R)-2-amino-4-(N-(5-(4-fluorophenyl)-6-isopropyl-1H-pyrazolo[4,3-g]isoquinolin-8-yl)-S-methylsulfonimidoyl)butanoic acid N[C@@H](C(=O)O)CCS(=O)(=NC1=NC(=C(C2=CC3=C(C=C12)NN=C3)C3=CC=C(C=C3)F)C(C)C)C